N-(3-(4-(4-((E)-3-(pyridin-3-yl)acrylamido)butyl)piperidine-1-carbonyl)phenyl)biotinamide N1=CC(=CC=C1)/C=C/C(=O)NCCCCC1CCN(CC1)C(=O)C=1C=C(C=CC1)NC(CCCC[C@@H]1SC[C@@H]2NC(=O)N[C@H]12)=O